ClC1=NC=CC(=C1Cl)C=1C(=C(C=CC1)NC(C1=NC=C(C=C1)CN(C)CCO)=O)C N-(3-(2,3-dichloropyridin-4-yl)-2-methylphenyl)-5-(((2-hydroxyethyl)(methyl)amino)methyl)picolinamide